Cl.O1C[C@@H](CC1)N |r| (RS)-tetrahydrofuran-3-amine hydrochloride